N1=CN=C2C=CC=C3C2=C1NC1C(O3)CC1 7a,8,9a,10-tetrahydro-9H-cyclobuta[2,3][1,4]oxazepino[5,6,7-de]quinazolin